(3-((6-nitropyridin-3-yl)oxy)phenyl)carbamic acid tert-butyl ester C(C)(C)(C)OC(NC1=CC(=CC=C1)OC=1C=NC(=CC1)[N+](=O)[O-])=O